NC(C(=O)NC1=CC=C(C=C1)C1=NC=NC2=CC(=C(C=C12)OCCOC)OCCOC)(C)C1=CC=C(C=C1)F 2-amino-N-(4-(6,7-bis(2-methoxyethoxy)quinazolin-4-yl)phenyl)-2-(4-fluorophenyl)propanamide